(S)-4-(((S)-2-fluoro-3-methoxypropyl)(4-(5,6,7,8-tetrahydro-1,8-naphthyridin-2-yl)butyl)amino)-2-((2-methoxypyrimidin-4-yl)amino)butanoic acid F[C@@H](CN(CC[C@@H](C(=O)O)NC1=NC(=NC=C1)OC)CCCCC1=NC=2NCCCC2C=C1)COC